COC1CC(C1)OC1=CC=C(C=C1)CO (4-(3-methoxycyclobutyloxy)phenyl)methanol